C(CCC)[C@@]1([C@H](O)O[C@@H]([C@]1(O)CCCC)C(O)CCCC)O 2,3,5-tributyl-beta-D-ribose